FC=1C=C(C=CC1)C1(CN(C(CC1)=O)C1=C(C=C(C=C1)C)[N+](=O)[O-])NC(OCC1=CC=CC=C1)=O benzyl (3-(3-fluorophenyl)-1-(4-methyl-2-nitrophenyl)-6-oxopiperidin-3-yl)carbamate